iodopropyl octanoate C(CCCCCCC)(=O)OCCCI